C(C)OC(CCC(=O)C1=NC(=CC(=C1O)C#N)CC=1C=C(C=CC1)C1=CC=CC=C1)=O 4-(6-Biphenyl-3-ylmethyl-4-cyano-3-hydroxy-pyridin-2-yl)-4-oxo-butyric acid ethyl ester